C=C.[Ga] gallium ethylene